F[P-](F)(F)(F)(F)F.C[S+]1C=2C=CC=CC2S(C2=CC=CC=C12)(=O)=O 5-methyl-10,10-dioxothianthrenium hexafluorophosphate